ClC=1C=NC(=C(C(=O)NC2CCC(CC2)CN2C(N(C3=C2C=CC=C3)C3=CC=C(C=C3)C(NC3COC3)=O)=O)C1)C 5-chloro-2-methyl-N-((1r,4r)-4-((3-(4-(oxetan-3-yl-carbamoyl)phenyl)-2-oxo-2,3-dihydro-1H-benzo[d]imidazol-1-yl)methyl)cyclohexyl)nicotinamide